OC(C=CC#CCC=CCC=CCC=CCCCCCCCCCCCCC(=O)[O-])CC=CCC 27-hydroxydotriaconta-14,17,20,25,29-pentaen-23-ynoat